ClC=1SC(=C2C1CCC2=O)SC 1-chloro-3-(methylsulfanyl)-4H,5H,6H-cyclopenta[c]thiophen-4-one